C(CCCC)C1=NC2=C(N1C=1C=C(SC1)C(N)=N)C=CC=C2 4-(2-pentyl-1H-benzo[d]imidazol-1-yl)thiophene-2-carboximidamide